5-(4-(4-(2-hydroxyethyl)piperazin-1-yl)benzylidene)-1-methyl-3-phenethyl-2-selenoxoimidazolidin-4-one OCCN1CCN(CC1)C1=CC=C(C=C2C(N(C(N2C)=[Se])CCC2=CC=CC=C2)=O)C=C1